2-(2-methyl-thiazol-5-yl)-butan CC=1SC(=CN1)C(C)CC